C(C)(C)(C)OC(=O)N1[C@@H]2CN([C@H](C1)C2)C2=CC(=CC=C2)C2OCCO2 (1S,4S)-5-(3-(1,3-dioxolan-2-yl)phenyl)-2,5-diazabicyclo[2.2.1]heptane-2-carboxylic acid tert-butyl ester